ClC1=C(C=CC=C1)C1=C2N(C(=NC1=O)SC)C=CC(=C2)C2CC2 4-(2-chlorophenyl)-6-cyclopropyl-1-methylsulfanyl-pyrido[1,2-c]pyrimidin-3-one